N1N=CC2=CC(=CC=C12)NC1=NC(=NC=C1)C1=CC=C2CCN(C2=C1)C(=O)NC1=C(C=NC=C1)Cl 6-(4-((1H-indazol-5-yl)amino)pyrimidin-2-yl)-N-(3-chloropyridin-4-yl)indoline-1-carboxamide